methyl (2S)-2-amino-3-[2-(8-chloro-4-oxo-chroman-2-yl)-5-(trifluoromethyl) phenoxy]propanoate N[C@H](C(=O)OC)COC1=C(C=CC(=C1)C(F)(F)F)C1OC2=C(C=CC=C2C(C1)=O)Cl